2-(6'-Bromo-5'-fluoro-1',3'-dioxo-1'h-spiro[cyclopropane-1,4'-isoquinoline]-2'(3'h)-yl)propionic acid methyl ester COC(C(C)N1C(C2=CC=C(C(=C2C2(C1=O)CC2)F)Br)=O)=O